ClC1=CC=C(C=C1)[C@@]1(N(C(C2=CC(=CC(=C12)F)C(CC)(O)C1(CCN(CC1)C)F)=O)CC1=NC=C(C=N1)Cl)O[C@@H]1CC(CC1)=O (3R)-3-(4-chlorophenyl)-2-[(5-chloropyrimidin-2-yl)methyl]-4-fluoro-6-[1-(4-fluoro-1-methylpiperidin-4-yl)-1-hydroxypropyl]-3-[(3S)-oxocyclopent-3-yloxy]-2,3-dihydro-1H-isoindol-1-one